2-[(4-{3-[(4-chloro-2-fluorobenzyl)oxy]pyrazin-2-yl}piperidin-1-yl)methyl]-1-(1,3-oxazol-5-ylmethyl)-1H-benzimidazole-6-carboxylic acid, trifluoroacetate salt FC(C(=O)O)(F)F.ClC1=CC(=C(COC=2C(=NC=CN2)C2CCN(CC2)CC2=NC3=C(N2CC2=CN=CO2)C=C(C=C3)C(=O)O)C=C1)F